The molecule is a 7alpha-hydroxy steroid, a 12alpha-hydroxy steroid, a 24-hydroxy steroid and a 3-oxo-5beta-steroid. It has a role as a bile acid metabolite. It derives from a hydride of a 5beta-cholestane. C[C@H](CCC(C(C)C)O)[C@H]1CC[C@@H]2[C@@]1([C@H](C[C@H]3[C@H]2[C@@H](C[C@H]4[C@@]3(CCC(=O)C4)C)O)O)C